5-[(3-chlorophenyl)methyl]-1,3-thiazol-2-amine ClC=1C=C(C=CC1)CC1=CN=C(S1)N